methyl 2-[tert-butoxycarbonyl-[(2,2-dimethyl-1,3-dioxolan-4-yl)methyl]amino]thiazole-4-carboxylate C(C)(C)(C)OC(=O)N(C=1SC=C(N1)C(=O)OC)CC1OC(OC1)(C)C